COC=1C=C(C=C(C1SCCC)OC)CCN 2-(3,5-dimethoxy-4-propylsulfanylphenyl)ethanamine